N[C@@H]1[C@@H](OCC12CCN(CC2)C=2C(=NC(=CN2)SC2=CC=NC1=C2OC[C@@H]2N1CCOC2)CO)C (3-((3S,4S)-4-amino-3-methyl-2-oxa-8-azaspiro[4.5]dec-8-yl)-6-(((R)-6a,7,9,10-tetrahydro-6H-[1,4]oxazino[4,3-d]pyrido[3,2-b][1,4]oxazin-4-yl)thio)pyrazin-2-yl)methanol